[N+](#[C-])C1=CC=C(C=C1)N(C)C N-(4-ISOCYANOPHENYL)-N,N-DIMETHYLAMINE